FC=1C=CC2=C(C(=C(O2)[C@H](C(C)C)N)C)C1 (S)-1-(5-fluoro-3-methylbenzofuran-2-yl)-2-methylpropan-1-amine